8-(2-Fluorobenzyl)-2-(furan-2-ylmethyl)-6-phenylimidazo[1,2-a]pyrazin-3(7H)-one FC1=C(CC2=C3N(C=C(N2)C2=CC=CC=C2)C(C(=N3)CC=3OC=CC3)=O)C=CC=C1